(1'R,2'R)-2,6-dihydroxy-5'-(methyl-d3)-2'-(prop-1-en-2-yl)-1',2',3',4'-tetrahydro[1,1'-biphenyl]-4-yl trifluoromethanesulfonate FC(S(=O)(=O)OC1=CC(=C(C(=C1)O)[C@H]1[C@@H](CCC(=C1)C([2H])([2H])[2H])C(=C)C)O)(F)F